[O-]C(=O)CCCCCCCCC.[O-]C(=O)CCCCCCCCC.C(CCC)[Sn+2]CCCC dibutyltin dicaprate